2-((2S,4R)-1-(2-(3-acetyl-5-(2-methylpyrimidin-5-yl)-1H-indazol-1-yl)acetyl)-4-fluoropyrrolidine-2-carboxamido)-6-bromopyridine 1-oxide C(C)(=O)C1=NN(C2=CC=C(C=C12)C=1C=NC(=NC1)C)CC(=O)N1[C@@H](C[C@H](C1)F)C(=O)NC1=[N+](C(=CC=C1)Br)[O-]